ClC1=NC=CC(=N1)COC1=CC=C(C=C1)C(C)(C)C1=CC=C(OC2CC(CCC2)NC(OC(C)(C)C)=O)C=C1 tert-butyl (3-(4-(2-(4-((2-chloropyrimidin-4-yl)methoxy)phenyl)propan-2-yl) phenoxy)cyclohexyl)carbamate